(4-(2-(dimethylamino)-2-oxoethyl)-2-methoxyphenyl)carbamic acid tert-butyl ester C(C)(C)(C)OC(NC1=C(C=C(C=C1)CC(=O)N(C)C)OC)=O